3-(3-fluoro-4-(pyrazin-2-yl)benzyl)quinolin-2(1H)-one FC=1C=C(CC=2C(NC3=CC=CC=C3C2)=O)C=CC1C1=NC=CN=C1